C(C)OC1=CC=C2C=CC(=C(C2=C1)N1C=C(C2=CC=CC=C12)C)O 7-Ethoxy-1-(3-methyl-1H-indol-1-yl)naphthalen-2-ol